C(C)(C)(C)OC(=O)C=1C=CC2=C(N(C(=N2)CN2CCC(CC2)C2=NC(=CC=C2)OCC=2C=3N(C=CC2)N=C(C3)C)C[C@H]3OCC3)C1 (S)-2-((4-(6-((2-Methylpyrazolo[1,5-a]pyridin-4-yl)methoxy)pyridin-2-yl)piperidin-1-yl)Methyl)-1-((oxetan-2-yl)methyl)-1H-benzo[d]imidazole-6-carboxylic acid tert-butyl ester